[4-tert-butyl-2-(5-tert-butyl-2-oxo-3H-1-benzofuran-3-yl)phenyl] 3,5-di-tert-butyl-4-hydroxybenzoate C(C)(C)(C)C=1C=C(C(=O)OC2=C(C=C(C=C2)C(C)(C)C)C2C(OC3=C2C=C(C=C3)C(C)(C)C)=O)C=C(C1O)C(C)(C)C